C(#N)CCNCCC[Si](OC)(OC)OC 2-cyanoethylaminopropyl-trimethoxysilane